ClC=1C=C(OC2C(C(C2(C)C)NC(C2=CN=CC=C2)=O)(C)C)C=CC1C#N N-((1r,3r)-3-(3-chloro-4-cyanophenoxy)-2,2,4,4-tetramethylcyclobutyl)nicotinamide